[1-[4-(trifluoromethoxy)-phenyl]cyclopropanecarbonyl]isoindoline-1-carboxylic acid FC(OC1=CC=C(C=C1)C1(CC1)C(=O)C1(NCC2=CC=CC=C12)C(=O)O)(F)F